N-(piperidin-4-yl)-4-(pyrazin-2-yl)-3,4-dihydroquinoxaline-1(2H)-carboxamide N1CCC(CC1)NC(=O)N1CCN(C2=CC=CC=C12)C1=NC=CN=C1